C(CCCCCCCC=CC=CCCC)=O 9,11-pentadecadienal